1-[2-(4-methyl-3-{3-methyl-5-[4-(trifluoromethyl)phenoxy]phenyl}-5-oxo-1H,4H,5H-pyrrolo[3,2-b]pyridin-1-yl)ethyl]pyrrolidin-2-one CN1C2=C(C=CC1=O)N(C=C2C2=CC(=CC(=C2)OC2=CC=C(C=C2)C(F)(F)F)C)CCN2C(CCC2)=O